tert-butyl N-[3-cyclopropyl-5-[[2-oxo-2-[[(1R)-1-cyclopropyl-2-methoxy-ethyl]-[[5-(trifluoromethyl)-2-pyridyl]methyl]amino]acetyl]amino]-2-pyridyl]carbamate C1(CC1)C=1C(=NC=C(C1)NC(C(N(CC1=NC=C(C=C1)C(F)(F)F)[C@@H](COC)C1CC1)=O)=O)NC(OC(C)(C)C)=O